(S)-(2-(Benzyloxy)-4-(difluoromethyl)-6-hydroxyphenyl)(6-((dimethylamino)methyl)-8-((tetrahydrofuran-3-yl)amino)-3,4-dihydroisoquinolin-2(1H)-yl)methanone C(C1=CC=CC=C1)OC1=C(C(=CC(=C1)C(F)F)O)C(=O)N1CC2=C(C=C(C=C2CC1)CN(C)C)N[C@@H]1COCC1